C(C1=CC=CC=C1)N1C(CO[C@@H](CC1)COC)=O (S)-4-benzyl-7-(methoxymethyl)-1,4-oxazepan-3-one